ClC1=CC=C2C(=CC(=NC2=C1Cl)N1[C@@H](CCC1)COC=1C=C(C(=O)OC)C=CC1)N1C=NC=C1 methyl (S)-3-((1-(7,8-dichloro-4-(1H-imidazol-1-yl)quinolin-2-yl)pyrrolidin-2-yl)methoxy)benzoate